diphenyl(methyl)sulfonium tetrafluoroborate F[B-](F)(F)F.C1(=CC=CC=C1)[S+](C)C1=CC=CC=C1